4-[5-{[(3R)-1-(2-hydroxy-2-methylpropyl)piperidin-3-yl]methoxy}-8-(3-methyl-2-oxo-2,3-dihydro-1,3-benzoxazol-6-yl)imidazo[1,2-c]pyrimidin-7-yl]benzonitrile OC(CN1C[C@@H](CCC1)COC1=NC(=C(C=2N1C=CN2)C2=CC1=C(N(C(O1)=O)C)C=C2)C2=CC=C(C#N)C=C2)(C)C